tert-butyl (S)-cyclopropyl((1-(5-((7-fluoro-2-methyl-2H-indazol-5-yl)carbamoyl)pyrazin-2-yl)pyrrolidin-3-yl)methyl)carbamate C1(CC1)N(C(OC(C)(C)C)=O)C[C@@H]1CN(CC1)C1=NC=C(N=C1)C(NC1=CC2=CN(N=C2C(=C1)F)C)=O